C(CC)(=O)O.C(C)(C)(C)C(CO)(Br)O tert-butyl-bromo-ethylene glycol propionate